CC1CC(C=C(C1)C1=CC=C(C=2N=CC=NC12)C#N)=O 8-(5-methyl-3-oxocyclohex-1-en-1-yl)quinoxaline-5-carbonitrile